N-(5-(2,3-dihydrobenzo[b][1,4]dioxin-6-yl)-1-isobutyl-1H-pyrazolo[3,4-b]pyridin-3-yl)cyclobutanecarboxamide O1C2=C(OCC1)C=C(C=C2)C=2C=C1C(=NC2)N(N=C1NC(=O)C1CCC1)CC(C)C